COC=1C=CC2=C(C=C(O2)C(C)C2=C(C=NC=C2)C(=O)OC)C1 methyl 4-[1-(5-methoxybenzofuran-2-yl)ethyl]pyridine-3-carboxylate